NC1=CC(=C(C=C1)S(=O)F)[N+](=O)[O-] 4-Amino-2-nitrophenylsulfinyl fluoride